C[C@]12CC(C[C@](CCC1)(N2)C)N(C2=CC=C(N=N2)C2=C(C=C(C(=C2F)F)C2=CN=NC(=C2)OC)O)C 2-(6-(((1R,3S,5S)-1,5-dimethyl-9-azabicyclo[3.3.1]nonan-3-yl)(methyl)amino)pyridazin-3-yl)-3,4-difluoro-5-(6-methoxypyridazin-4-yl)phenol